C(#N)C1=CC=C(C=N1)C1(OCC2=C(O1)C=CC=C2)C 2-(6-cyanopyridin-3-yl)-2-methylbenzo[d][1,3]dioxin